(S)-2-cyclopropyl-4-((1-(4-(2-methyloxazol-4-yl)phenyl)pyrrolidin-3-yl)methoxy)pyrimidine-5-carbonitrile C1(CC1)C1=NC=C(C(=N1)OC[C@@H]1CN(CC1)C1=CC=C(C=C1)C=1N=C(OC1)C)C#N